BrC=1C=C(C=C(C1CO)F)CC#N 2-(3-bromo-5-fluoro-4-(hydroxymethyl)phenyl)acetonitrile